tert-butyl (tert-butoxycarbonyl)(2-vinylpyrimidin-5-yl)carbamate C(C)(C)(C)OC(=O)N(C(OC(C)(C)C)=O)C=1C=NC(=NC1)C=C